Methyl-2-Propenamide CC(C(=O)N)=C